N[C@H]1[C@H]2CC[C@@H](C1)N2C=2N(C(C1=C(N2)NC=C1C1=C(C2=C(N(N=C2C=C1)CC)CO)Cl)=O)C 2-((1R,2R,4S)-2-amino-7-azabicyclo[2.2.1]heptan-7-yl)-5-(4-chloro-2-ethyl-3-(hydroxymethyl)-2H-indazol-5-yl)-3-methyl-3,7-dihydro-4H-pyrrolo[2,3-d]pyrimidin-4-one